CNCC(=O)NCC(F)(F)F 2-(methylamino)-N-(2,2,2-trifluoroethyl)acetamide